1-(2-Fluoro-4-(6-(1-methyl-1H-pyrazol-4-yl)pyrazolo[1,5-a]pyrazin-4-yl)benzyl)-4-isobutylpiperazin-2-one FC1=C(CN2C(CN(CC2)CC(C)C)=O)C=CC(=C1)C=1C=2N(C=C(N1)C=1C=NN(C1)C)N=CC2